(7S)-7-tert-butyl-N-[(1R)-3-(4-hydroxy-1-piperidyl)-1-[3-[(1-methyl-6-oxo-3-piperidyl)carbamoyl]phenyl]propyl]-5,6,7,8-tetrahydrothiazolo[5,4-b]quinoline-2-carboxamide C(C)(C)(C)[C@@H]1CC=2C=C3C(=NC2CC1)SC(=N3)C(=O)N[C@H](CCN3CCC(CC3)O)C3=CC(=CC=C3)C(NC3CN(C(CC3)=O)C)=O